[Al].[Ca].[Ca].[Ca].[Al].[Ca] calcium aluminum tri-calcium aluminum